FC(C=1C=C(C=CC1)N1N=C(N=C1)C1=CC=C(N)C=C1)(F)F 4-(1-(3-(trifluoromethyl)phenyl)-1H-1,2,4-triazol-3-yl)aniline